BrC=1C=C(C(=NC1)C1=CC=C(N1)C(=O)OC)[N+](=O)[O-] methyl 5-(5-bromo-3-nitropyridin-2-yl)-1H-pyrrole-2-carboxylate